[C@H](C)(CC)[C@@H]1N(CC2=C(NC1=O)C=C(C=C2)F)C(CO)=O (S)-3-((S)-sec-butyl)-8-fluoro-4-(2-hydroxyacetyl)-1,3,4,5-tetrahydro-2H-benzo[e][1,4]diazepin-2-one